[Cu].[Ba].[La] lanthanum-barium-copper